C(CCCCCCCCCCCCCCCCCC)[Si](OCC)(OCC)C n-nonadecylmethyldiethoxysilane